C1(=CC=CS1)CN(C(=O)OCCOC1=CC=CC=N1)CC1=CC=CS1 6-[bis(thenyl)aminocarbonyl-oxyethoxy]pyridine